C(C)(C)N1CCC(CC1)NC1=NC(=NC2=CC(=C(C=C12)OC)OCCCN1CCCC1)C1CCOCC1 N-(1-isopropylpiperidin-4-yl)-6-methoxy-7-(3-(pyrrolidin-1-yl)propoxy)-2-(tetrahydro-2H-pyran-4-yl)quinazolin-4-amine